2-{2-chloro-4-(methyl-sulfonyl)-3-[(2,2,2-trifluoroethoxy)methyl]benzoyl}cyclohexane-1,3-dione ClC1=C(C(=O)C2C(CCCC2=O)=O)C=CC(=C1COCC(F)(F)F)S(=O)(=O)C